7-(4-bromophenyl)-5-hydroxyhexahydroisobenzofuran BrC1=CC=C(C=C1)C=1CC(CC2COCC12)O